(S)-2-(3-(3-chloro-4-fluorophenyl)-1-(1-(8-fluoro-1-oxo-1,2-dihydroisoquinolin-4-yl)ethyl)ureido)ethane-1-sulfonamide ClC=1C=C(C=CC1F)NC(N([C@@H](C)C1=CNC(C2=C(C=CC=C12)F)=O)CCS(=O)(=O)N)=O